methyl 4-chloro-1-(1-(4-(trifluoromethoxy) phenyl) ethyl)-1H-benzo[d][1,2,3]triazole-7-carboxylate ClC1=CC=C(C=2N(N=NC21)C(C)C2=CC=C(C=C2)OC(F)(F)F)C(=O)OC